C(C1=CC=CC=C1)N1CCC(CC1)NC1=CC(=NC2=CC=CC=C12)C1=CC=C(C=C1)OC N-(1-benzylpiperidin-4-yl)-2-(4-methoxyphenyl)quinolin-4-amine